OCCOC1=NC(=CC(=C1)C=1C=C(C=CC1C)NC(=O)N1C[C@H](CC1)CC(F)(F)F)N1CCOCC1 (3R)-N-[3-[2-(2-hydroxyethoxy)-6-(morpholin-4-yl)pyridin-4-yl]-4-methylphenyl]-3-(2,2,2-trifluoroethyl)pyrrolidine-1-carboxamide